N-[4-chloro-2-(3-pyridyl)thiazol-5-yl]-N-ethyl-3-methylthio-propanamide ClC=1N=C(SC1N(C(CCSC)=O)CC)C=1C=NC=CC1